6-bromo-2-pyridinecarboxaldehyde BrC1=CC=CC(=N1)C=O